ClC1=CC=C(N=N1)C1(C(C=2C=CC=NC2CC1)=O)C 6-(6-chloropyridazin-3-yl)-6-methyl-5-oxo-5,6,7,8-tetrahydroquinolin